C1(=CC=C(C=C1)S(=O)(=O)OC1=C(C=CC=C1)NC(=O)NC1=C(C=CC=C1)OS(=O)(=O)C1=C(C=CC=C1)C)C N-[2-(p-tolylsulfonyloxy)phenyl]-N'-[2-(o-tolylsulfonyloxy)phenyl]urea